COC(C=1C(N)=CC=CC1)=O Methyl-anthranilat